NC1=CC=C(C=C1)SSC1=CC=C(C=C1)N 4-AMINOPHENYL DISULFIDE